FC(C1=CC(=NN1CC(C(=O)O)(C)C)C1=NC(=NO1)C1(CC1)C1=C(C=CC=C1)C)F 3-(5-(difluoromethyl)-3-(3-(1-(o-tolyl)cyclopropyl)-1,2,4-oxadiazol-5-yl)-1H-pyrazol-1-yl)-2,2-dimethyl-propanoic acid